5-(6-(isonicotinamido)-1H-pyrrolo[2,3-b]pyridin-3-yl)-N-(1-methylpiperidin-4-yl)pyrazolo[1,5-a]pyridine-3-carboxamide C(C1=CC=NC=C1)(=O)NC1=CC=C2C(=N1)NC=C2C2=CC=1N(C=C2)N=CC1C(=O)NC1CCN(CC1)C